C(C)C(C(=O)OOC(C=C)=O)CC(=O)[O-] acryloyloxy ethylsuccinate